OC(C(C)C)O[C@@H]1CC[C@H](CC1)NC(=O)C=1C=NC(=NC1)N1N=C(C2=CC=CC=C12)C N-(trans-4-(1-hydroxy-2-methylpropyloxy)cyclohexyl)-2-(3-methyl-1H-indazol-1-yl)pyrimidine-5-carboxamide